CN([C@@H]1CC[C@H](CC1)C1(OC2=C(O1)C(=CC(=C2C)C(=O)NCC=2C(NC(=CC2SC)C)=O)C=2C=C1C=CN(C1=CC2)C)C)C 2-(trans-4-(dimethylamino)cyclohexyl)-2,4-dimethyl-7-(1-methyl-1H-indol-5-yl)-N-((6-methyl-4-(methylthio)-2-oxo-1,2-dihydropyridin-3-yl)methyl)benzo[d][1,3]dioxole-5-carboxamide